N-hydroxy-4-(4-(4-(3-methoxyprop-1-yn-1-yl)phenyl)-3,6-dihydropyridin-1(2H)-yl)-2-methyl-2-(methylsulfonyl)butanamide ONC(C(CCN1CCC(=CC1)C1=CC=C(C=C1)C#CCOC)(S(=O)(=O)C)C)=O